C(C)(C)C1(C=CC=C1)[Fe]C1(C=CC=C1)C(C)C.[K+2] potassium (II) bis(isopropylcyclopentadienyl)iron